(S)-quinuclidin-3-yl (7-(2-allylphenyl)-3,3-dimethylchroman-4-yl)carbamate C(C=C)C1=C(C=CC=C1)C1=CC=C2C(C(COC2=C1)(C)C)NC(O[C@@H]1CN2CCC1CC2)=O